4-(5-bromopentyloxy)benzoic acid BrCCCCCOC1=CC=C(C(=O)O)C=C1